FC=1C(=CC=2C3=C(NC(C2C1)=O)COC[C@@H]3N(C(=O)C=3C=C1C=NN(C1=CC3)C(F)F)C)F (R)-N-(8,9-difluoro-6-oxo-1,4,5,6-tetrahydro-2H-pyrano[3,4-c]isoquinolin-1-yl)-1-(difluoromethyl)-N-methyl-1H-indazole-5-carboxamide